7-methoxy-6-(3-morpholin-4-yl-propoxy)quinazoline tert-butyl-2-(4-(4-chlorobenzyl)-2-(2-isopropylphenyl)-6-oxopiperazin-1-yl)-7-azaspiro[3.5]nonane-7-carboxylate C(C)(C)(C)OC(=O)N1CCC2(CC(C2)N2C(CN(CC2=O)CC2=CC=C(C=C2)Cl)C2=C(C=CC=C2)C(C)C)CC1.COC1=C(C=C2C=NC=NC2=C1)OCCCN1CCOCC1